C1(=CC(=CC=C1)S(=O)(=O)N1N=CC2=C1C=C1CCNCC1(C2)C(=O)[O-])C m-tolylsulfonyl-4,4a,5,6,7,8-hexahydro-1H-pyrazolo[3,4-g]isoquinoline-4a-carboxylate